Lithium 4-oxo-4-((4-(N-(1-phenethylpiperidin-4-yl)propionamido)phenyl)amino)-butanoate O=C(CCC(=O)[O-])NC1=CC=C(C=C1)N(C(CC)=O)C1CCN(CC1)CCC1=CC=CC=C1.[Li+]